1-octadecyl-2-heptadecanoyl-glycero-3-phosphocholine C(CCCCCCCCCCCCCCCCC)OCC(OC(CCCCCCCCCCCCCCCC)=O)COP(=O)([O-])OCC[N+](C)(C)C